C(C)C=1C(=CC=C2C=C(C=C(C12)C1=C(C=2N=C(N=C(C2C=N1)N1CC2(CCO2)CCC1)OCC1(CC1)CN(C)C)F)OCOC)F 1-(1-(((7-(8-ethyl-7-fluoro-3-(methoxymethoxy)naphthalen-1-yl)-8-fluoro-4-(1-oxa-6-azaspiro[3.5]nonan-6-yl)pyrido[4,3-d]pyrimidin-2-yl)oxy)methyl)cyclopropyl)-N,N-dimethylmethanamine